C(C)(C)(C)OC(=O)N1CC2=C(C3=C(N=CN=C3)S2)CC1 5,6-dihydropyrido[4',3':4,5]thieno[2,3-d]pyrimidine-7(8H)-carboxylic acid tert-butyl ester